1,2,3,4-Tetrahydroisochinolin C1NCCC2=CC=CC=C12